ClC1=CC=C(CN2CCC(CC2)CNC=O)C=C1 N-((1-(4-chlorobenzyl)piperidin-4-yl)methyl)formamide